titanium silver ammonium [NH4+].[Ag+].[Ti+4]